C1=CC=C(C=2SC3=C(C21)C=CC=C3)C=3C=C(C=C(C3)C3=CC=CC=C3)C3=NC(=NC(=N3)C3=CC=2C(C1=CC=CC=C1C2C=C3)(C)C)C3=CC=CC=C3 2-(5-(dibenzothiophen-4-yl)-1,1'-biphenyl-3-yl)-4-(9,9-dimethyl-fluoren-2-yl)-6-phenyl-1,3,5-triazine